4-(8,9,10,11-tetrahydro-3H-8,11-methanopyrazolo[4,3-a]phenanthridin-7-yl)benzoic acid C1=NNC=2C1=C1C=3C4CCC(C3C(=NC1=CC2)C2=CC=C(C(=O)O)C=C2)C4